4-(N,N-dimethyl-N-hexadecylammonio)butane-1-sulfonate C[N+](CCCCCCCCCCCCCCCC)(C)CCCCS(=O)(=O)[O-]